7-(3,6-dihydro-2H-pyran-4-yl)-4-methoxy-[1,3]thiazolo[4,5-c]pyridin-2-amine O1CCC(=CC1)C=1C2=C(C(=NC1)OC)N=C(S2)N